FC1=C(C=CC(=C1F)C(F)(F)F)COC1=CC=CC(=N1)C1=CC(=C(C=C1F)CC=1N(C2=C(N1)C=CC(=C2)C(=O)O)CCOC)F 2-[[4-[6-[[2,3-difluoro-4-(trifluoromethyl)phenyl]methoxy]-2-pyridinyl]-2,5-difluoro-phenyl]methyl]-3-(2-methoxyethyl)benzimidazole-5-carboxylic acid